CC=1C(=NC=CC1)C=1C=NC(=CC1)C1=NNC2=NC=C(C=C21)C=2C=CC1=C(CC[C@H](CC1)N[C@@H]1COCCC1)C2 (3S)-N-[(7S)-2-(3-{3-Methyl-[2,3'-bipyridin]-6'-yl}-1H-pyrazolo[3,4-b]pyridin-5-yl)-6,7,8,9-tetrahydro-5H-benzo[7]annulen-7-yl]oxan-3-amine